[N+](=O)([O-])C=1C(=NC(=CC1)N1N=CC=N1)NC=1C=C2CC[C@@H](C2=CC1)NC(C)=O (S)-N-(5-((3-nitro-6-(2H-1,2,3-triazol-2-yl)pyridin-2-yl)amino)-2,3-dihydro-1H-inden-1-yl)acetamide